ClC1=CC(=NC=N1)N1CCC(CC1)CN1CCC2(CN(C2)C=2N=CN=NC2OC2=C(C(=O)N(C(C)C)CC)C=C(C=C2)F)CC1 2-((5-(7-((1-(6-chloropyrimidin-4-yl)piperidin-4-yl)methyl)-2,7-diazaspiro[3.5]nonan-2-yl)-1,2,4-triazin-6-yl)oxy)-N-ethyl-5-fluoro-N-isopropylbenzamide